3-(4-((4-(1-(1-isopropyl-6-((2-(4-methoxypiperidin-1-yl)pyrimidin-4-yl)amino)-1H-pyrazolo[4,3-c]pyridin-3-yl)piperidin-4-yl)piperazin-1-yl)methyl)phenyl)piperidine-2,6-dione C(C)(C)N1N=C(C=2C=NC(=CC21)NC2=NC(=NC=C2)N2CCC(CC2)OC)N2CCC(CC2)N2CCN(CC2)CC2=CC=C(C=C2)C2C(NC(CC2)=O)=O